5-[4-[4-[(3-chloro-2-pyridinyl)methyl]-5-oxo-1,2,4-triazol-1-yl]-2-fluoro-phenoxy]-4-methyl-thiazole-2-carbonitrile ClC=1C(=NC=CC1)CN1C=NN(C1=O)C1=CC(=C(OC2=C(N=C(S2)C#N)C)C=C1)F